N1C[C@H](CCC1)NC1=NC=C2C=C(N=C(C2=C1)N1CCCC1)C#N (S)-7-(piperidin-3-ylamino)-1-(pyrrolidin-1-yl)-2,6-naphthyridine-3-carbonitrile